p-dibromobenzene C1=CC(=CC=C1Br)Br